COC1=CC=C(CN2CC=3N(CC2)N=C(C3)C=O)C=C1 5-(4-methoxybenzyl)-4,5,6,7-tetrahydropyrazolo[1,5-a]pyrazine-2-carbaldehyde